N-(3-(1-((2-((tert-butyldimethylsilyl)oxy)ethyl)amino)-2,2-difluoroethyl)pyridin-2-yl)pivalamide [Si](C)(C)(C(C)(C)C)OCCNC(C(F)F)C=1C(=NC=CC1)NC(C(C)(C)C)=O